1-methyl-2-oxo-1,2-dihydroquinoxaline CN1C(C=NC2=CC=CC=C12)=O